hydroxybutyric acid hydrazide OC(C(=O)NN)CC